COC(=O)[C@H]1N(C[C@@H](C1)O)CC1=CC=CC=C1.C(CC)C(CC1C(CCCC1)(CC(CCCCC)CCC)CC(CCCCC)CCC)CCCCC Tri(2-propylheptyl)Cyclohexane methyl-(2S,4R)-1-benzyl-4-hydroxypyrrolidine-2-carboxylate